2-ethylhexyl-(3,5-di-tert-butyl-4-hydroxybenzyl)thioacetate C(C)C(COC(CCC1=CC(=C(C(=C1)C(C)(C)C)O)C(C)(C)C)=S)CCCC